COC=1C=C(C=CC1)C1=C(C=CC2=CC=CC=C12)O (3-methoxyphenyl)-2-naphthol